CC1=CC(=C(N)C=C1)C=1N(N=CC1[N+](=O)[O-])C1OCCCC1 4-methyl-2-[4-nitro-2-(tetrahydro-pyran-2-yl)-2H-pyrazol-3-yl]-aniline